(R)-N-(2-tert-butoxyethoxy)-5-(2-(5-fluoro-2-methoxypyridin-3-yl)pyrrolidin-1-yl)pyrazolo[1,5-a]pyrimidine C(C)(C)(C)OCCON1CC=C2N1C=CC(=N2)N2[C@H](CCC2)C=2C(=NC=C(C2)F)OC